2'-(9H-carbazol-9-yl)-5-(4,6-diphenylpyrimidin-2-yl)-2,4,6-tris(3-methyl-9H-carbazol-9-yl)-[1,1'-biphenyl]-3-carbonitrile C1=CC=CC=2C3=CC=CC=C3N(C12)C1=C(C=CC=C1)C1=C(C(=C(C(=C1N1C2=CC=CC=C2C=2C=C(C=CC12)C)C1=NC(=CC(=N1)C1=CC=CC=C1)C1=CC=CC=C1)N1C2=CC=CC=C2C=2C=C(C=CC12)C)C#N)N1C2=CC=CC=C2C=2C=C(C=CC12)C